ClC1=CC(=C2C(=N1)N=C(O2)N[C@H]2CN(CCC2)CC)I R-5-Chloro-N-(1-ethylpiperidin-3-yl)-7-iodooxazolo[4,5-b]pyridin-2-amine